ClC1=CC(=C(C=C1)[C@@]1(OC2=C(O1)C=CC=C2C2CCN(CC2)CC=2N(C(=C(N2)C=2C=C(C(=O)O)C=CC2)C)C[C@H]2OCC2)C)F 3-(2-((4-((S)-2-(4-chloro-2-fluorophenyl)-2-methylbenzo[d][1,3]dioxol-4-yl)piperidin-1-yl)methyl)-5-methyl-1-(((S)-oxetan-2-yl)methyl)-1H-imidazol-4-yl)benzoic acid